4-((1-methyl-4(1H)-pyridinylidene)ethylidene)-2,5-cyclohexadien-1-one hydrate O.CN1C=CC(C=C1)=CC=C1C=CC(C=C1)=O